Cl[Si](C)(C1=C(C=CC=C1)CC)Cl dichloro(2-ethylphenyl)(methyl)silane